8,8-bis(((t-butyldimethylsilyl)oxy)methyl)-2-chloro-7,8-dihydro-6H-cyclopenta[e]pyrazolo[1,5-a]pyrimidine [Si](C)(C)(C(C)(C)C)OCC1(CCC=2C=NC=3N(C21)N=C(C3)Cl)CO[Si](C)(C)C(C)(C)C